1-(4-((4-((2-fluoro-4-((2-(3,3,4,4-tetrafluoropyrrolidin-1-yl)pyridin-4-yl)oxy)phenyl)amino)-7-methoxyquinazolin-6-yl)amino)piperidin-1-yl)prop-2-en-1-one FC1=C(C=CC(=C1)OC1=CC(=NC=C1)N1CC(C(C1)(F)F)(F)F)NC1=NC=NC2=CC(=C(C=C12)NC1CCN(CC1)C(C=C)=O)OC